P(O)(O)=O.C(CCC)[Na] butyl-Sodium phosphonate